(2S,5R)-6-benzyloxy-7-oxo-1,6-diazabicyclo[3.2.1]octane C(C1=CC=CC=C1)ON1[C@@H]2CCCN(C1=O)C2